BrC1=C2C=CC=CC2=C(C2=CC=CC=C12)C1=NC=C(C=C1)C1=CC=CC=C1 2-(10-bromoanthracene-9-yl)-5-phenylpyridine